N-[(1S)-1-[[4-(6-methoxy-4-methyl-3-pyridyl)phenyl]methyl]-2-(methylamino)-2-oxo-ethyl]thiazolo[4,5-c]pyridine-6-carboxamide COC1=CC(=C(C=N1)C1=CC=C(C=C1)C[C@@H](C(=O)NC)NC(=O)C1=CC2=C(C=N1)N=CS2)C